C(C)(C)C1=C(NC2=CC=C(C=C12)C1=CC(=NC=C1)N1CCN(CC1)C)C1=CC(=NC=C1)C 3-isopropyl-5-(2-(4-methylpiperazin-1-yl)pyridin-4-yl)-2-(2-methylpyridin-4-yl)-1H-indole